N1CC2(CC1)CC(C1=CC=CC=C12)=O spiro[indene-1,3'-pyrrolidin]-3(2H)-one